C(C1=CC=CC=C1)OC(=O)N1C[C@@H]2CN([C@H](C1)CC2)CC2=CC=CC=C2.O=C2C(=CN=C(N2CC(=O)N)N2CCCCC2)NC(C)C2=CN=C(O2)C2=CC=CC=C2 2-(6-oxo-5-((1-(2-phenyloxazol-5-yl)ethyl)amino)-2-(piperidin-1-yl)pyrimidin-1(6H)-yl)acetamide benzyl-(1S,5S)-6-benzyl-3,6-diazabicyclo[3.2.2]nonane-3-carboxylate